N=1C=CN2C1C=CC(=C2)C2=CNC=1N=C(N=C(C12)OC)N[C@H]1CCC(N(C1)C)=O (S)-5-((5-(imidazo[1,2-a]pyridin-6-yl)-4-methoxy-7H-pyrrolo[2,3-d]pyrimidin-2-yl)amino)-1-methylpiperidin-2-one